S(=O)(=O)=C=S(=O)=O disulfonylmethane